(2-cyano-2-(2-(3,5-dichloro-4-((1-isobutyl-6-oxo-1,6-dihydropyridin-3-yl)oxy)phenyl)hydrazono)acetyl)carbamate C(#N)C(C(=O)NC([O-])=O)=NNC1=CC(=C(C(=C1)Cl)OC1=CN(C(C=C1)=O)CC(C)C)Cl